Cl.N1CCC(CC1)CC(=O)OCC1=CC(=NC(=C1)Cl)Cl (2,6-Dichloropyridin-4-yl)methyl 2-(piperidin-4-yl)acetate hydrochloride